N,N-dimethyl-β-butoxypropionamide CN(C(CCOCCCC)=O)C